N=1C=CC2=NC=C(CC21)C(=O)N azolo[4,5-b]pyridine-6-carboxamide